(pyridin-3-yl)homoalanine N1=CC(=CC=C1)N[C@@H](CC)C(=O)O